ClC1=CC=2N(C=C1)C=NC2CC(=O)NC2=NC(=NC(=C2)NCC=2N=C1N(C=C(C=C1)C1CC1)C2)C(F)(F)F 2-(7-chloroimidazo[1,5-a]pyridin-1-yl)-N-(6-(((6-cyclopropylimidazo[1,2-a]pyridin-2-yl)methyl)amino)-2-(trifluoromethyl)pyrimidin-4-yl)acetamide